aspartic acid, benzenesulfonate salt C1(=CC=CC=C1)S(=O)(=O)O.N[C@@H](CC(=O)O)C(=O)O